FC1C(N(C2CC1C2)C(=O)C=2N=C(SC2C2=CC=CC=C2)C)COC2=NC=C(C=C2)F 4-fluoro-3-{[(5-fluoropyridin-2-yl)oxy]methyl}-2-(2-methyl-5-phenyl-1,3-thiazole-4-carbonyl)-2-azabicyclo[3.1.1]heptane